CC=1N=C(C2=C(N1)N=C(C(=C2)N2CC1(CN(C1)C(C)=O)C2)C(F)(F)F)N[C@H](C)C2=C(C(=CC=C2)C(F)(F)F)C 1-{6-[2-methyl-4-({(1R)-1-[2-methyl-3-(trifluoromethyl)phenyl]ethyl}amino)-7-(trifluoromethyl)pyrido[2,3-d]pyrimidin-6-yl]-2,6-diazaspiro[3.3]heptan-2-yl}ethan-1-one